N1(CCCCC1)C(=O)OC(C)(C)C1=CC(OC2=CC(=CC=C12)N(CC)CC)=O 2-(7-(diethylamino)-2-oxo-2H-chromen-4-yl)propan-2-yl piperidine-1-carboxylate